cyclohexadec-anone C1(CCCCCCCCCCCCCCC1)=O